BrC=1C=C(C2=C(N(C(=N2)C2=CC(=CN2COCC[Si](C)(C)C)C(=O)C=2C(=NC=CC2)C(F)(F)F)COCC[Si](C)(C)C)C1)F (5-(6-bromo-4-fluoro-1-((2-(trimethylsilyl)ethoxy)methyl)-1H-benzo[d]imidazol-2-yl)-1-((2-(trimethylsilyl)ethoxy)methyl)-1H-pyrrol-3-yl)(2-(trifluoromethyl)pyridin-3-yl)methanone